O[C@@H]1C(=C[C@H]([C@@H]1O)N1C(NC(C(=C1)F)=O)=O)CO 1-((1R,4R,5S)-4,5-dihydroxy-3-(hydroxymethyl)cyclopent-2-en-1-yl)-5-fluoropyrimidine-2,4(1H,3H)-dione